OCC=1C=NC2=NC(=CC=C2C1NC1CCC(CCC1)NC(OC(C)(C)C)=O)OC Tert-butyl (4-((3-(hydroxymethyl)-7-methoxy-1,8-naphthyridin-4-yl)amino)cycloheptyl)carbamate